2-(((2R,3S,4R,5R)-5-(6-chloro-4-(cyclopentylamino)-1H-pyrazolo[3,4-d]pyrimidin-1-yl)-3,4-dihydroxytetrahydrofuran-2-yl)methoxy)-2-phosphonoacetic acid ClC1=NC(=C2C(=N1)N(N=C2)[C@H]2[C@@H]([C@@H]([C@H](O2)COC(C(=O)O)P(=O)(O)O)O)O)NC2CCCC2